N-(2-oleyloxyoxoethyl)-N-(oleyl)-N,N-dimethyl-ammonium chloride [Cl-].C(CCCCCCC\C=C/CCCCCCCC)OC(C[N+](C)(C)CCCCCCCC\C=C/CCCCCCCC)=O